ClC1=CC=C(C=C1)CCC(C(C)(C)C)(O)CN1N=CN=C1 1-(4-chloro-phenyl)-4,4-dimethyl-3-(1,2,4-triazol-1-yl-methyl)pentan-3-ol